P(=O)(O)(O)OC(C(C(C(C)(F)F)(F)F)(F)F)(F)F Octafluoropentanol phosphate